ClC1=CC(=CC(=N1)C(=O)NC1CCC(CC1)OCCOC)OC 6-chloro-4-methoxy-N-((1r,4r)-4-(2-methoxyethoxy)cyclohexyl)pyridinecarboxamide